ClC=1C2=CNN=C2C(=C(C1)C1=CC=C(C=C1)N(C)CCN1CC(C1)O)Cl 4,7-Dichloro-6-(4-((2-(3-hydroxyazetidin-1-yl)ethyl)(methyl)amino)phenyl)-2H-indazol